7-chloro-1-ethyl-6-fluoro-1,4-Dihydro-4-oxo-quinoline-3-carboxylic acid ClC1=C(C=C2C(C(=CN(C2=C1)CC)C(=O)O)=O)F